C(C)(C)(C)OC(=O)N(C(OC(C)(C)C)=O)C1=NN2C(C=C(C=C2)C2=C(C(=CC=C2)OCCC(C(CC(C)C)O[Si](CC)(CC)CC)(F)F)F)=N1 tert-butyl (tert-butoxycarbonyl)(7-(3-((3,3-difluoro-6-methyl-4-((triethylsilyl)oxy)-heptyl)oxy)-2-fluorophenyl)-[1,2,4]triazolo[1,5-a]pyridin-2-yl)carbamate